C(C#C)C(C(=O)O)=C.C(C=C)(=O)OC#CC propynyl acrylate (propargyl acrylate)